4-(5-(Thiophen-2-yl)-7H-pyrrolo[2,3-d]pyrimidin-4-yl)morpholine S1C(=CC=C1)C1=CNC=2N=CN=C(C21)N2CCOCC2